[K+].OCCN1CCN(CC1)CCS(=O)(=O)[O-] 4-(2-hydroxyethyl)-1-piperazineethanesulfonic acid, potassium salt